3,8-diazabicyclo[3.2.1]octan-8-yl-(6-fluoro-3-pyridyl)methanone C12CNCC(CC1)N2C(=O)C=2C=NC(=CC2)F